[N+](=O)([O-])C1=CC=C(C=N1)N1CCNCC1 (6-Nitropyridin-3-yl)piperazine